ClC=1C=C(C=CC1)CN1CCC(CC1)C(C(=O)N)CC1=NN=C2N1N=C(C=C2)N2CCN(CC2)C {1-[(3-chlorophenyl)methyl]piperidin-4-yl}-3-[6-(4-methylpiperazin-1-yl)-[1,2,4]triazolo[4,3-b]pyridazin-3-yl]propanamide